4-(Bis(4-fluorophenyl)methylene)-1-(2-(1-((2,4-dimethoxyphenyl)sulfonyl)-1H-1,2,3-triazol-4-yl)ethyl)piperidine FC1=CC=C(C=C1)C(=C1CCN(CC1)CCC=1N=NN(C1)S(=O)(=O)C1=C(C=C(C=C1)OC)OC)C1=CC=C(C=C1)F